(1r,3r)-3-((6-(thiazol-5-yl)isoquinolin-5-yl)amino)cyclobutane-1-carboxylic acid S1C=NC=C1C=1C(=C2C=CN=CC2=CC1)NC1CC(C1)C(=O)O